(2S,4S)-1-(tert-butoxycarbonyl)-4-(5-(2-hydroxyprop-2-yl)-1H-1,2,3-triazol-1-yl)pyrrolidine-2-carboxylic acid C(C)(C)(C)OC(=O)N1[C@@H](C[C@@H](C1)N1N=NC=C1C(C)(C)O)C(=O)O